NC=1SC2=C(N1)C(=CC=C2F)C2=C(C=C1C(=NC(=NC1=C2F)OC[C@]21CCCN1C[C@@H](C2)F)N2CC(CCCC2)C#N)C(F)(F)F 1-(7-(2-amino-7-fluorobenzo[d]thiazol-4-yl)-8-fluoro-2-(((2R,7aS)-2-fluorotetrahydro-1H-pyrrolizin-7a(5H)-yl)methoxy)-6-(trifluoromethyl)quinazolin-4-yl)azepane-3-carbonitrile